N-(3-amino-5-(4,4-difluoropiperidin-1-yl)-4-nitrophenyl)-4-(methylsulfonyl)-2-(6-azaspiro[2.5]octan-6-yl)benzamide NC=1C=C(C=C(C1[N+](=O)[O-])N1CCC(CC1)(F)F)NC(C1=C(C=C(C=C1)S(=O)(=O)C)N1CCC2(CC2)CC1)=O